C1(=CC=C(C=C1)NC=1C(=C(SC1C)C)C(=O)NC1CC2(CCC2)C1)C1=CC=CC=C1 6-(4-([1,1'-biphenyl]-4-ylamino)-2,5-dimethylthiophene-3-carboxamido)spiro[3.3]heptane